1-oxo-5,8,11,14-tetraoxa-2-azahexadecan-16-oic acid O=CNCCOCCOCCOCCOCC(=O)O